ClC1=C(C(=CC=C1)F)N1N=CC=2C=NC(=CC21)NC2=NC=NC(=C2)N2CCN(CC2)C 1-(2-chloro-6-fluorophenyl)-N-(6-(4-methylpiperazin-1-yl)pyrimidin-4-yl)-1H-pyrazolo[4,3-c]pyridin-6-amine